CC=1N=C2N(C=C(C=C2C#N)C=2C=C3C(=CN(C(C3=CC2)=O)C2CNCC2)C)C1 2-methyl-6-[4-methyl-1-oxo-2-(pyrrolidin-3-yl)isoquinolin-6-yl]imidazo[1,2-a]pyridine-8-carbonitrile